CN1C(N(C=2N=CN(C2C1=O)CC(=O)NC1=CC=C(C=C1)C(CC)C)C)=O 2-(1,3-Dimethyl-2,6-dioxo-1,2,3,6-tetrahydro-7H-purin-7-yl)-N-[4-(1-methylpropyl)phenyl]acetamide